methyl 3-benzyloxy-2-chloropropionate C(C1=CC=CC=C1)OCC(C(=O)OC)Cl